C1(C=CC(N1COC(CC(C(=O)O)C1=C(C(=C(C(=C1F)F)F)C(=O)C1=CC=C(C=C1)C)F)=O)=O)=O m-(4-methylphenyl)formyl-tetrafluorobenzenesuccinic acid maleimidomethyl ester